C(#N)C1=C(C=C2C=NN(C2=C1)C[C@@H]1CC[C@H](CC1)C(=O)O)F trans-4-[(6-cyano-5-fluoro-indazol-1-yl)methyl]cyclohexanecarboxylic acid